NC1=NC=2C=C(C(=CC2C2=C1C=NN2C)C(=O)N([C@H]2CCC1=NC(=CC=C12)C(F)(F)F)C)Cl 4-amino-7-chloro-N,1-dimethyl-N-((5S)-2-(trifluoro-methyl)-6,7-dihydro-5H-cyclopenta[b]-pyridin-5-yl)-1H-pyrazolo[4,3-c]-quinoline-8-carboxamide